[O-2].[Zn+2].[Sn+4].[O-2].[O-2] Tin-Zinc-Oxide